tert-butyl (3aR,4R,5S,6aS)-4-fluoro-5-((6-(2,3,5-trifluorophenyl)pyridazin-3-yl)amino)hexahydrocyclopenta[c]pyrrole-2(1H)-carboxylate F[C@H]1[C@H](C[C@@H]2CN(C[C@@H]21)C(=O)OC(C)(C)C)NC=2N=NC(=CC2)C2=C(C(=CC(=C2)F)F)F